NC1=NC(=NC(=C1)C)SC1CCN(CC1)C(=O)OC(C)(C)C tert-Butyl 4-((4-amino-6-methylpyrimidin-2-yl)thio)piperidine-1-carboxylate